CN1C(=NC2=C(C=C(C=C2C1=O)C)[C@@H](C)NS(=O)(=O)C(C)(C)C)C1=CC=CC=C1 (R)-N-((R)-1-(3,6-dimethyl-4-oxo-2-phenyl-3,4-dihydroquinazolin-8-yl)ethyl)-2-methylpropane-2-sulfonamide